benzyl-ethyl-methyl-tetradecyl-ammonium chloride [Cl-].C(C1=CC=CC=C1)[N+](CCCCCCCCCCCCCC)(C)CC